(R)-2-(2-(6-(2-(5-fluoro-2-methoxypyridin-3-yl)pyrrolidin-1-yl)imidazo[1,2-b]pyridazin-3-yl)pyridin-4-yl)ethan-1-ol FC=1C=C(C(=NC1)OC)[C@@H]1N(CCC1)C=1C=CC=2N(N1)C(=CN2)C2=NC=CC(=C2)CCO